C(C)SC1=CC=CC=C1 ethylphenylthioether